(E)-1,2-benzenediol C=1(C(=CC=CC1)O)O